4-((2S,5R)-4-acryloyl-2,5-dimethylpiperazin-1-yl)-6-chloro-7-(2-fluorophenyl)-1-(2-isopropyl-6-(methylsulfonyl)phenyl)pyrido[2,3-d]pyrimidin C(C=C)(=O)N1C[C@@H](N(C[C@H]1C)C=1C2=C(N(CN1)C1=C(C=CC=C1S(=O)(=O)C)C(C)C)N=C(C(=C2)Cl)C2=C(C=CC=C2)F)C